tyrosineYl-leucine N[C@@H](CC1=CC=C(C=C1)O)C(=O)N[C@@H](CC(C)C)C(=O)O